[C@H](C)(CC)[C@@H]1NCC2=C(NC1=O)C=C(C=N2)F (S)-3-((S)-sec-butyl)-8-fluoro-1,3,4,5-tetrahydro-2H-pyrido[3,2-e][1,4]diazepin-2-one